2-chloro-5-(propan-2-yl)thiophen-3-amine hydrochloride Cl.ClC=1SC(=CC1N)C(C)C